NC1=C2C(=NC=N1)N(N=C2C2=CC=C(C=C2)NC(=O)C2=NN(C=C(C2=O)C2=CC=C(C=C2)F)C(C)C)CC(F)F N-(4-(4-amino-1-(2,2-difluoroethyl)-1H-pyrazolo[3,4-d]pyrimidin-3-yl)phenyl)-5-(4-fluorophenyl)-1-isopropyl-4-oxo-1,4-dihydropyridazine-3-carboxamide